N~2~-(1,3-dimethyl-1H-pyrazol-4-yl)-6-fluoro-7-(8-methyl-2,3-dihydro-1H-pyrido[2,3-b][1,4]oxazin-7-yl)quinazoline-2,5-diamine CN1N=C(C(=C1)NC1=NC=2C=C(C(=C(C2C=N1)N)F)C1=C(C2=C(OCCN2)N=C1)C)C